tert-Butyl N-[5-cyclopropyl-2-(7-fluoro-1-tetrahydropyran-2-yl-indazole-4-carbonyl)-3-pyridyl]carbamate C1(CC1)C=1C=C(C(=NC1)C(=O)C=1C=2C=NN(C2C(=CC1)F)C1OCCCC1)NC(OC(C)(C)C)=O